1H-imidazole-5-carboxylic acid N1C=NC=C1C(=O)O